C(C)(C)(C)N1N=C(C(=C1C)O)C1=CC=C(C=C1)OCCC 1-(tert-Butyl)-3-(4-Propoxyphenyl)-5-methyl-pyrazol-4-ol